diazoindolone methyl-4-chloro-2-oxo-1-phenyl-7-(trifluoromethyl)-1,2-dihydro-1,8-naphthyridine-3-carboxylate COC(=O)C=1C(N(C2=NC(=CC=C2C1Cl)C(F)(F)F)C1=CC=CC=C1)=O.[N+](=[N-])=C1C(NC2=CC=CC=C12)=O